COC1=CC=C(C=C1)C(OC[C@@H](C(=O)O)NC(=O)OCC1C2=CC=CC=C2C=2C=CC=CC12)(C1=CC=CC=C1)C1=CC=C(C=C1)OC (2S)-3-[Bis(4-methoxyphenyl)-phenyl-methoxy]-2-(9H-fluoren-9-ylmethoxycarbonylamino)propanoic acid